CC(=CCCC1=CCC(CC1)C1OCC(CO1)CCC)C 2-(4-(4-methyl-3-pentenyl)-3-cyclohexenyl)-5-propyl-1,3-dioxane